9,12,13-trihydroxyoctadecane-10,15-dienoic acid OC(CCCCCCCC(=O)O)C=CC(C(CC=CCC)O)O